[Ni].C(CCC)P(CCCC)CCCC.C(CCC)P(CCCC)CCCC di(tri-n-butylphosphine) nickel (0)